chloro(cyclopentadienyl)[bis(diphenylphosphino)methane] ruthenium (II) [Ru+2].ClC(P(C1=CC=CC=C1)C1=CC=CC=C1)(P(C1=CC=CC=C1)C1=CC=CC=C1)C1C=CC=C1